2-((4-methyl-5-(p-tolyl)-4H-1,2,4-triazol-3-yl)thio)-1-phenylethan-1-one CN1C(=NN=C1C1=CC=C(C=C1)C)SCC(=O)C1=CC=CC=C1